C(C=1C(O)=CC=CC1)(=O)NN Salicylic acid hydrazide